6-(3-isopropyl-5-(octahydrocyclopenta[c]pyrrol-5-yl)-1H-indol-2-yl)-7,8-dimethyl-[1,2,4]triazolo[1,5-a]pyridine C(C)(C)C1=C(NC2=CC=C(C=C12)C1CC2C(CNC2)C1)C=1C(=C(C=2N(C1)N=CN2)C)C